tert-butyl (3R,4S)-3-({8-carbamoyl-6-[4-(2-hydroxy-2-methylpropoxy)phenyl]pyrido[3,2-d]pyrimidin-4-yl}amino)-4-fluoropiperidine-1-carboxylate C(N)(=O)C1=CC(=NC2=C1N=CN=C2N[C@@H]2CN(CC[C@@H]2F)C(=O)OC(C)(C)C)C2=CC=C(C=C2)OCC(C)(C)O